(1R,2R,5S)-8-(Benzyloxy)-5-methyl-7,9-dioxo-N-(2,4,6-trifluorobenzyl)-2-(2,2,2-trifluoroethyl)-2,5,7,9-tetrahydro-1,6-methanopyrido[1,2-b][1,2,5]triazonine-10-carboxamide C(C1=CC=CC=C1)OC=1C(C(=CN2N3[C@@H](C=C[C@@H](N(C(C21)=O)C3)C)CC(F)(F)F)C(=O)NCC3=C(C=C(C=C3F)F)F)=O